3-(4-{1H-pyrrolo[2,3-d]pyrimidin-4-yl}piperazin-1-yl)-N-(3-sulfamoylphenyl)propenamide N1C=NC(=C2C1=NC=C2)N2CCN(CC2)C=CC(=O)NC2=CC(=CC=C2)S(N)(=O)=O